ethyl 4-(propane-2-sulfonamido)-3-{4-[2-(propane-2-sulfonamido)ethyl]phenyl}butanoate CC(C)S(=O)(=O)NCC(CC(=O)OCC)C1=CC=C(C=C1)CCNS(=O)(=O)C(C)C